FC1(CCN(CC1)C1=NC(=CC(=N1)NC(C1=C(C=C(C=C1)SC(CO)C)N1CCC2(CC2)CC1)=O)C)F N-(2-(4,4-difluoropiperidin-1-yl)-6-methylpyrimidin-4-yl)-4-((1-hydroxypropan-2-yl)thio)-2-(6-azaspiro[2.5]oct-6-yl)benzamide